bis(mercaptomethyl)biphenyl SCC1=CC=C(C=C1)C1=CC=C(C=C1)CS